(2R)-N-[2-(4-benzylpiperazin-1-yl)ethyl]-4-[3-cyano-4-(trifluoromethoxy)phenyl]-2-methylpiperazine-1-carboxamide C(C1=CC=CC=C1)N1CCN(CC1)CCNC(=O)N1[C@@H](CN(CC1)C1=CC(=C(C=C1)OC(F)(F)F)C#N)C